CC1=C(C=NC(=C1C(=O)OC)N1C[C@H](OCC1)C(F)(F)F)C(F)(F)F methyl (S)-4-methyl-5-(trifluoromethyl)-2-(2-(trifluoromethyl)morpholino)nicotinate